NC1=NC(=CC=2C1=NN(C2)CC2=NC=CC=C2)C2=C(C#N)C=CC=C2 (7-amino-2-(pyridin-2-ylmethyl)-2H-pyrazolo[3,4-c]pyridin-5-yl)benzonitrile